C(C)(C)(C)N1N=C(C=2C1=NC=NC2N)C2=NOC(=C2C2=NC=C(C(=N2)C)N2CCNCC2)C2CC2 1-(tert-butyl)-3-(5-cyclopropyl-4-(4-methyl-5-(piperazin-1-yl)pyrimidin-2-yl)isoxazol-3-yl)-1H-pyrazolo[3,4-d]pyrimidin-4-amine